tert-Butyl (7-(4-fluorophenyl)-5-(4-(6-fluoropyridin-3-yloxy)phenyl)benzofuran-2-yl)methylcarbamate FC1=CC=C(C=C1)C1=CC(=CC=2C=C(OC21)CNC(OC(C)(C)C)=O)C2=CC=C(C=C2)OC=2C=NC(=CC2)F